(2S)-2-[[(2R,4R)-2,4-dimethylazetidine-1-carbonyl]amino]-4-[[(2S)-3-fluoro-2-methoxy-propyl]-[4-(5,6,7,8-tetrahydro-1,8-naphthyridin-2-yl)butyl]amino]butanoic acid C[C@H]1N([C@@H](C1)C)C(=O)N[C@H](C(=O)O)CCN(CCCCC1=NC=2NCCCC2C=C1)C[C@@H](CF)OC